C1=C[NH+]=C(N1)Cl The molecule is an imidazolium ion having a chloro substituent at the 2-position. It is a conjugate acid of a 2-chloroimidazole.